CN(C)CC1=C(C=C(/C=C/C2=NNC3=CC(=CC=C23)C2=NC(=NC=C2)N)C=C1)F trans-4-(3-(4-((dimethylamino)methyl)-3-fluorostyryl)-1H-indazol-6-yl)pyrimidin-2-amine